dimethyl-cyclobutan-1-amine CC1(CC(C1)N)C